C1(=CC=CC=C1)CS(=O)(=O)OC1=C(O[C@@](C1=O)([2H])C1=C(C=CC=C1F)Cl)N (S)-2-amino-5-(2-chloro-6-fluorophenyl)-4-oxo-4,5-dihydrofuran-3-yl-5-d phenylmethanesulfonate